(2S,4R)-4-hydroxy-1-(1H-indole-2-carbonyl)-N-(4-(4-methylthiazol-5-yl)benzyl)pyrrolidine-2-carboxamide O[C@@H]1C[C@H](N(C1)C(=O)C=1NC2=CC=CC=C2C1)C(=O)NCC1=CC=C(C=C1)C1=C(N=CS1)C